C(C)(C)(C)OC(NCCC1=NC(=C(C=C1OC)SCC)OC)=O (2-(5-(ethylsulfanyl)-3,6-dimethoxypyridin-2-yl)ethyl)carbamic acid tert-butyl ester